6-tert-butyl-1-indenone C(C)(C)(C)C1=CC=C2C=CC(C2=C1)=O